1,4-bis(dimethylhydroxysilyl)benzene C[Si](C1=CC=C(C=C1)[Si](O)(C)C)(O)C